Tert-butyl (S)-(3-(isoquinolin-6-ylamino)-3-oxo-2-phenylpropyl)(2-((2-nitrophenyl) sulfonyl)-5,8,11,14-tetraoxa-2-azahexadecan-16-yl)carbamate C1=NC=CC2=CC(=CC=C12)NC([C@H](CN(C(OC(C)(C)C)=O)CCOCCOCCOCCOCCN(C)S(=O)(=O)C1=C(C=CC=C1)[N+](=O)[O-])C1=CC=CC=C1)=O